3-(2-hydroxypropan-2-yl-1,1,1,3,3,3-d6)pyridine OC(C([2H])([2H])[2H])(C([2H])([2H])[2H])C=1C=NC=CC1